1-[2-[6-[3-(Difluoromethyl)-4-fluoro-phenyl]pyrazolo[4,3-b]pyridin-1-yl]acetyl]-N,N-dimethyl-azetidine-3-carboxamide FC(C=1C=C(C=CC1F)C=1C=C2C(=NC1)C=NN2CC(=O)N2CC(C2)C(=O)N(C)C)F